C1(=CC=CC=C1)C1=C(C=C(C(=C1C#CC1=CC=NC=C1)C1=CC=CC=C1)C1=CC=CC=C1)C=1C(C=CC1)=O 2,4,5-triphenyl-3-(4-pyridylethynyl)phenylcyclopentadienone